4-cyclopropyl-N-((1S)-(4,4-difluorocyclohexyl)(6-(((5S)-2-oxo-5-(trifluoromethyl)pyrrolidin-3-yl)methyl)imidazo[1,2-b]pyridazin-2-yl)methyl)-1,2,5-oxadiazole-3-carboxamide C1(CC1)C=1C(=NON1)C(=O)N[C@H](C=1N=C2N(N=C(C=C2)CC2C(N[C@@H](C2)C(F)(F)F)=O)C1)C1CCC(CC1)(F)F